tris(tert-butyl)phosphine C(C)(C)(C)P(C(C)(C)C)C(C)(C)C